6-chloro-1-ethyl-4-[4-(1-ethyl-3-methyl-1H-pyrazol-5-yl)-1-methyl-1H-imidazol-2-yl]-1H-pyrazolo[4,3-C]pyridine ClC1=CC2=C(C(=N1)C=1N(C=C(N1)C1=CC(=NN1CC)C)C)C=NN2CC